N~1~-(2-aminopropyl)-1,2-propanediamine NC(CNCC(C)N)C